Cl.O=C1NC(CCC1N1C(C2=CC(=C(C=C2C1=O)F)N1CCNCC1)=O)=O 2-(2,6-dioxo-3-piperidinyl)-5-fluoro-6-piperazin-1-yl-isoindoline-1,3-dione hydrochloride